(E)-4,6-dimethoxy-7-(1-methylpiperidin-4-yl)-2-((E)-3-phenylallylidene)benzofuran-3(2H)-one COC1=CC(=C(C2=C1C(\C(\O2)=C/C=C/C2=CC=CC=C2)=O)C2CCN(CC2)C)OC